1-(6-((((3S,4S)-8-(6-amino-5-((2-amino-3-chloropyridin-4-yl)thio)pyrazin-2-yl)-3-methyl-2-oxa-8-azaspiro[4.5]decan-4-yl)amino)methyl)pyridin-3-yl)dihydropyrimidine-2,4(1H,3H)-dione NC1=C(N=CC(=N1)N1CCC2([C@@H]([C@@H](OC2)C)NCC2=CC=C(C=N2)N2C(NC(CC2)=O)=O)CC1)SC1=C(C(=NC=C1)N)Cl